5-(2-methoxy-N-methylacetamido)-3,4-dihydroisoquinoline-2(1H)-carboxylic acid tert-butyl ester C(C)(C)(C)OC(=O)N1CC2=CC=CC(=C2CC1)N(C(COC)=O)C